C1(CCCCC1)C1(C(NC2=C(C=CC=C12)C(F)(F)F)=O)C1=CC2=C(B(OC2)O)C=C1 3-cyclohexyl-3-(1-hydroxy-1,3-dihydrobenzo[c][1,2]oxaborol-5-yl)-7-(trifluoromethyl)indolin-2-one